(2S)-4,4-difluoroprolinamide FC1(C[C@H](NC1)C(=O)N)F